N[C@H]1CCC[C@@H]([C@@H]2N(C1=O)[C@@H](CC2)C(=O)O)C (3S,6S,10S,10aR)-6-amino-10-methyl-5-oxodecahydropyrrolo[1,2-a]azocine-3-carboxylic acid